(2-(2-methyl-2,5-dihydro-1H-pyrrol-3-yl)thieno[2,3-b]pyridin-4-yl)benzo[d]thiazol-5-amine CC1NCC=C1C1=CC=2C(=NC=CC2C=2SC3=C(N2)C=C(C=C3)N)S1